FC(C(C)C1=NC=2C(=NC=CC2)N1)(F)F (1,1,1-trifluoropropan-2-yl)-3H-imidazo[4,5-b]pyridine